C(C=C)N(CC)CC=C Diallyl-ethyl-amine